C1(CC1)COC1CN(C1)C1=CC(N(N=C1)CC=1C(=NOC1C)C=1C=NC(=CC1)C)=O 5-(3-(Cyclopropylmethoxy)azetidin-1-yl)-2-((5-methyl-3-(6-methylpyridin-3-yl)isoxazol-4-yl)methyl)pyridazin-3(2H)-one